9-(3-(3,5,6-triphenylpyrazin-2-yl)phenyl)benzo[h]quinazoline C1(=CC=CC=C1)C=1C(=NC(=C(N1)C1=CC=CC=C1)C1=CC=CC=C1)C=1C=C(C=CC1)C1=CC=2C(=CC=C3C=NC=NC23)C=C1